methyl (S)-3-(6-cyano-1-(2-isopropyl-4-methylpyridin-3-yl)-4-(2-methylpiperazin-1-yl)-2-oxo-1,2-dihydropyrido[2,3-d]pyrimidin-7-yl)-4-fluorobenzoate trifluoroacetate FC(C(=O)O)(F)F.C(#N)C1=CC2=C(N(C(N=C2N2[C@H](CNCC2)C)=O)C=2C(=NC=CC2C)C(C)C)N=C1C=1C=C(C(=O)OC)C=CC1F